4,6-dichloro-2-(o-tolyl)-3-(trifluoromethyl)pyridine ClC1=C(C(=NC(=C1)Cl)C1=C(C=CC=C1)C)C(F)(F)F